C(C1=CC=CC=C1)(=O)OC1CC(N(C(C1)(C)C)C)(C)C 4-benzoyloxy-1,2,2,6,6-pentamethylpiperidine